CC1=C(C=CC=C1)C1=NN2C(=NC=3C=CC=CC3C2=N1)N[C@H]1C(NCCC1)=O (3R)-3-{[2-(2-methylphenyl)[1,2,4]triazolo[1,5-c]quinazolin-5-yl]amino}piperidin-2-one